NC1=CC(=C2C(=N1)C=C(S2)C2=CC=NN2C2OCCCC2)NCCCO 3-((5-amino-2-(1-(tetrahydro-2H-pyran-2-yl)-1H-pyrazol-5-yl)thieno[3,2-b]pyridin-7-yl)amino)-1-propanol